N-(cyclobutylmethyl)-2-(3-(4-(difluoromethoxy)phenyl)-6-oxopyridazin-1(6H)-yl)acetamide C1(CCC1)CNC(CN1N=C(C=CC1=O)C1=CC=C(C=C1)OC(F)F)=O